(S)-7-((9,9-difluoro-1-methyl-9H-fluorene-3-carbonyl)glycyl)-1,4-dioxa-7-azaspiro[4.4]nonane-8-carboxylic acid FC1(C2=CC=CC=C2C=2C=C(C=C(C12)C)C(=O)NCC(=O)N1CC2(OCCO2)C[C@H]1C(=O)O)F